4-{5-[3-fluoro-5-(trifluoromethyl)phenyl]-7-[{[1-(methoxymethyl)cyclobutyl]methyl}(methyl)amino]-1H-imidazo[4,5-b]pyridin-2-yl}benzoic acid FC=1C=C(C=C(C1)C(F)(F)F)C1=CC(=C2C(=N1)N=C(N2)C2=CC=C(C(=O)O)C=C2)N(C)CC2(CCC2)COC